O[C@@H]1C[C@H](N(C1)C([C@H](C(C)(C)C)NC(COCC(=O)OCC)=O)=O)C(NCC1=CC=C(C=C1)C1=C(N=CS1)C)=O ethyl 2-(2-(((S)-1-((2S,4R)-4-hydroxy-2-((4-(4-methylthiazol-5-yl)benzyl) carbamoyl) pyrrolidin-1-yl)-3,3-dimethyl-1-oxobutan-2-yl)amino)-2-oxoethoxy)acetate